C(C=CCC)(=O)C(C(C(C(C(C(=C(C(=C(C(=C(C(=C(C(=C(C(=O)O)C(C=CCC)=O)C(C=CCC)=O)C(C=CCC)=O)C(C=CCC)=O)C(C=CCC)=O)C(C=CCC)=O)C(C=CCC)=O)C(C=CCC)=O)C(C=CCC)=O)C(C=CCC)=O)(C(C=CCC)=O)C(C=CCC)=O)(C(C=CCC)=O)C(C=CCC)=O)(C(C=CCC)=O)C(C=CCC)=O)(C(C=CCC)=O)C(C=CCC)=O)(CCCC)C(C=CCC)=O Eicosapentaenoyl-(eicosapentaenoic acid)